6-(4-(tert-butyl)phenyl)-8-methyl-2-(methylsulfonyl)pyrido[2,3-d]pyrimidin-7(8H)-one C(C)(C)(C)C1=CC=C(C=C1)C1=CC2=C(N=C(N=C2)S(=O)(=O)C)N(C1=O)C